(E)-2-((2'-(diphenylphosphino)-5'-(trifluoromethyl)-[1,1'-biphenyl]-2-yl) methyl)-3-phenylacrylate C1(=CC=CC=C1)P(C1=C(C=C(C=C1)C(F)(F)F)C1=C(C=CC=C1)C/C(/C(=O)[O-])=C\C1=CC=CC=C1)C1=CC=CC=C1